ClC=1C=2N(C=C(N1)C)C(=NC2)C 8-chloro-3,6-dimethylimidazo[1,5-a]pyrazine